9-(o-fluorophenyl)-4-fluoroacridine FC1=C(C=CC=C1)C=1C2=CC=CC=C2N=C2C(=CC=CC12)F